O=C1N(CC2=C3C(=CC=C12)CCC1(O3)CCNCC1)C1C(NC(CC1)=O)=O 3-(7'-oxo-3',4',7',9'-tetrahydro-8'H-spiro[piperidine-4,2'-pyrano[2,3-e]isoindol]-8'-yl)piperidine-2,6-dione